CC(=O)C1=C(SC2=C1N=C(N=C2N2[C@@H](COCC2)C)C2=C1C(=NC=C2)NC=C1)N1CC(CC1)(F)F (R)-(3,3-difluoropyrrolidin-1-yl)(4-(3-methylmorpholino)-2-(1H-pyrrolo[2,3-b]pyridin-4-yl)thieno[3,2-d]pyrimidin-7-yl) methyl ketone